4-chloro-6-ethyl-2-oxo-1-phenyl-1,2-dihydropyridine-3-carbonitrile ClC1=C(C(N(C(=C1)CC)C1=CC=CC=C1)=O)C#N